TRANS,TRANS-2,4-HEXADIENAL C(\C=C\C=C\C)=O